CC(CC)CC(CCCCCC)C 3,5-dimethylundecane